(2-chloro-5-(trifluoromethyl)phenyl)boronic acid ClC1=C(C=C(C=C1)C(F)(F)F)B(O)O